(7S)-3-cyclopropyl-9-(2,6-difluorophenyl)-7-methyl-13,16-dioxa-18-thia-2,4,5,8-tetrazatetracyclo[8.8.0.02,6.011,17]octadeca-1(10),3,5,8,11(17)-pentaene C1(CC1)C=1N2C=3SC=4OCCOCC4C3C(=N[C@H](C2=NN1)C)C1=C(C=CC=C1F)F